C(=O)(O)[C@@H](O)[C@H](O)C(=O)O.FC(CO)F 2,2-difluoroethan-1-ol D-tartrate salt